BrC1=NN2C(N(C(=C(C2=O)N2[C@@H](CN(CC2)C(=O)OC(C)(C)C)C)CC)CC(=O)NC2=C(C=C(C=C2)C(F)(F)F)Cl)=N1 tert-butyl (R)-4-(2-bromo-4-(2-((2-chloro-4-(trifluoromethyl)phenyl)amino)-2-oxoethyl)-5-ethyl-7-oxo-4,7-dihydro-[1,2,4]triazolo[1,5-a]pyrimidin-6-yl)-3-methylpiperazine-1-carboxylate